5-nitro-N-(2,2,2-trifluoro-1-phenyl-ethyl)pyridin-2-amine [N+](=O)([O-])C=1C=CC(=NC1)NC(C(F)(F)F)C1=CC=CC=C1